lithium nickel nickel manganese [Mn].[Ni].[Ni].[Li]